CC1=NC(=CC=N1)C=1C=CC2=C(C(=CO2)C)C1 2-methyl-6-(3-methyl-1-benzofuran-5-yl)pyrimidin